N-[[7-[(1R)-1,2-dihydroxyethyl]-1-methyl-4-[4-(trifluoromethoxy)phenyl]imidazo[4,5-c]pyridin-6-yl]methyl]prop-2-enamide O[C@@H](CO)C=1C2=C(C(=NC1CNC(C=C)=O)C1=CC=C(C=C1)OC(F)(F)F)N=CN2C